ClC1=CC=C(C=C1)SC1=CC=C(C=C1)N(CCCC(=O)O)C 4-{[4-(4-chlorophenylthio)-phenyl]-methylamino}-butyric acid